(10R)-10,12-Dibenzyl-6-(2,6-dimethylphenyl)-9-oxa-2λ6-thia-3,5,12,19-tetraazatricyclo[12.3.1.14,8]nonadeca-1(17),4(19),5,7,14(18),15-hexaene-2,2,13-trione C(C1=CC=CC=C1)[C@H]1OC2=CC(=NC(NS(C3=CC=CC(C(N(C1)CC1=CC=CC=C1)=O)=C3)(=O)=O)=N2)C2=C(C=CC=C2C)C